FC1=C(C=CC(=C1)C(F)(F)F)C1CC2(CN(C2)C(=O)N2CC3(C2)NC(OC3)=O)C1 2-[6-[2-fluoro-4-(trifluoromethyl)phenyl]-2-azaspiro[3.3]heptane-2-carbonyl]-7-oxa-2,5-diazaspiro[3.4]octan-6-one